NC1CC=2C=C(C(=NC2CC1)N1CCN(CC1)C(=O)OC(C)(C)C)F Tert-Butyl 4-(6-amino-3-fluoro-5,6,7,8-tetrahydroquinolin-2-yl)piperazine-1-carboxylate